3-iodo-1,6-dimethyl-4-(trifluoromethyl)pyridin-2(1H)-one IC=1C(N(C(=CC1C(F)(F)F)C)C)=O